FC1=C(COC2=CC=CC(=N2)C2CCN(CC2)CC2=NC3=C(N2C[C@H]2OCC2)C=C(C=C3)C(=O)O)C=CC(=C1)CC1=CN=CC=C1 (S)-2-((4-(6-((2-fluoro-4-nicotinylbenzyl)oxy)pyridin-2-yl)piperidin-1-yl)methyl)-1-(oxetan-2-ylmethyl)-1H-benzo[d]imidazole-6-carboxylic acid